COC=1C=C(C=CC1)N1CCC(CC1)N1CCN(CC1)C 1-[1-(3-methoxyphenyl)piperidin-4-yl]-4-methylpiperazine